methyl (1-(4-((4-aminopyrazolo[1,5-a][1,3,5]triazin-8-yl)methyl)-6-(3,4-difluorophenyl)pyridin-3-yl)-3-(pyridin-2-yl)piperidin-3-yl)carbamate bis(2,2,2-trifluoroacetate) FC(C(=O)O)(F)F.FC(C(=O)O)(F)F.NC1=NC=NC=2N1N=CC2CC2=C(C=NC(=C2)C2=CC(=C(C=C2)F)F)N2CC(CCC2)(C2=NC=CC=C2)NC(OC)=O